C1=CC=CC=2C3=CC=CC=C3C(C12)COC(=O)N([C@H](CC(=O)O)C(=O)N(C)C)C (R)-3-((((9H-fluoren-9-yl)methoxy)carbonyl)(methyl)amino)-4-(dimethylamino)-4-oxobutanoic acid